3-(1,1,1,3,5,5,5-heptamethyltrisiloxan-3-yl)propyl acetate C(C)(=O)OCCC[Si](O[Si](C)(C)C)(O[Si](C)(C)C)C